[H+].CCC1=CC2=C(C=C1N3CCC(CC3)N4CCOCC4)C(C5=C(C2=O)C6=C(N5)C=C(C=C6)C#N)(C)C The molecule is an organic cation obtained by protonation of alectinib. It is an ammonium ion derivative and an organic cation. It is a conjugate acid of an alectinib.